NC1CCN(CC1)C(=O)C=1C2=C(N(N1)CC[C@@H]1CC[C@@H](CC1)OC1=NC=CC=C1C)C[C@@H]1[C@H]2C1 (4-Aminopiperidin-1-yl)[(3bR,4aR)-1-(2-{cis-4-[(3-methylpyridin-2-yl)oxy]cyclohexyl}ethyl)-3b,4,4a,5-tetrahydro-1H-cyclopropa[3,4]cyclopenta[1,2-c]pyrazol-3-yl]methanon